7-(((3,4-Dimethoxybenzyl)amino)methyl)-5-nitrochinolin-8-ol COC=1C=C(CNCC2=CC(=C3C=CC=NC3=C2O)[N+](=O)[O-])C=CC1OC